chlorobromourea ClN(C(=O)N)Br